FC1(CN(C1)C(=O)C1(CCOCC1)C1=C(C2=C(NC(=N2)[C@@H](NC2=NOC(=N2)C)C2CCC(CC2)(F)F)C=C1)F)F (3,3-Difluoroazetidin-1-yl)[4-(2-{(S)-(4,4-difluorocyclohexyl)[(5-methyl-1,2,4-oxadiazol-3-yl)amino]methyl}-4-fluoro-1H-benzimidazol-5-yl)tetrahydropyran-4-yl]methanone